1-(3-(((4,4-bis(octyloxy)butanoyl)oxy)methyl)-5-(((4-(((2-(pyrrolidin-1-yl)ethyl)carbamoyl)oxy)decanoyl)oxy)methyl)benzyl) 8-(7,7,8,8,8-pentafluorooctyl) octanedioate C(CCCCCCC(=O)OCCCCCCC(C(F)(F)F)(F)F)(=O)OCC1=CC(=CC(=C1)COC(CCC(CCCCCC)OC(NCCN1CCCC1)=O)=O)COC(CCC(OCCCCCCCC)OCCCCCCCC)=O